BrC1=CC2=C(N=C(N=C2)C=2N=C(SC2)N)N2C1=NCC2 (6-bromo-8,9-dihydroimidazo[1',2':1,6]pyrido[2,3-d]pyrimidin-2-yl)thiazol-2-amine